C(C)C(CN(CN1N=C(C=C1)C1=NC=CC=C1)CC(CCCC)CC)CCCC 2-ethyl-N-(2-ethylhexyl)-N-((3-(pyridin-2-yl)-1H-pyrazol-1-yl)methyl)hexan-1-amine